dichloromethyl-vinylsilane ClC(Cl)[SiH2]C=C